FC1=C(COC2=CC=C(C=C2)OC(=O)N2C(CCC2)C(=O)[O-])C=CC=C1 4-((2-fluorobenzyl)oxy)phenylpyrrolidine-1,2-dicarboxylate